FC=1C=CC=C2C=C(C(=NC12)C)NC(C(CC(=C)C)(C)CC1=CC(=CC=C1)F)=O N-(8-fluoro-2-methyl-3-quinolyl)-2-[(3-fluorophenyl)methyl]-2,4-dimethyl-pent-4-enamide